(+/-)-cis-3-fluoro-4-hydroxypiperidine-1-carboxylic acid tert-butyl ester C(C)(C)(C)OC(=O)N1C[C@H]([C@H](CC1)O)F |r|